N-(3-bromo-2-chloro-phenyl)-6-fluoro-5-formyl-pyridine-2-carboxamide BrC=1C(=C(C=CC1)NC(=O)C1=NC(=C(C=C1)C=O)F)Cl